22-oxa-3,4,16,21-tetraazatetracyclo[15.3.1.12,5.012,16]Docosa-1(21),2,4,9,17,19-hexaene-18-carbonitrile C1=2C3=NN=C(CCCC=CCC4CCCN4C(=C(C=C1)C#N)N2)O3